C(C)(C)(C)OC(=O)NCCOCCOCCOCCOCCOCCOCCOCCC(=O)O 1-{[(tert-butoxy)carbonyl]amino}-3,6,9,12,15,18,21-heptaoxatetracosan-24-oic acid